N1N=C(C=C1)C(C)C1=NC(=NO1)C1CN(CC12CN(C2)C(=O)[C@@H]2C(C2)(C)C)C(=O)C2=CN=CS2 (8-(5-(1-(1H-pyrazol-3-yl)ethyl)-1,2,4-oxadiazol-3-yl)-2-((S)-2,2-dimethylcyclopropane-1-carbonyl)-2,6-diazaspiro[3.4]octan-6-yl)(thiazol-5-yl)methanone